7-[3-(ethoxycarbonyl)cyclobutyl]-4,7-diazaspiro[2.5]octane-4-carboxylic acid tert-butyl ester C(C)(C)(C)OC(=O)N1C2(CC2)CN(CC1)C1CC(C1)C(=O)OCC